((((3S,11aR)-9-oxo-3,4-dihydro-1H,9H,11H-3,11a-methanopyrimido[6',1':2,3]imidazo[5,1-c][1,4]oxazin-7-yl)oxy)methyl)benzonitrile O=C1N=C(C=C2N1C[C@]13CO[C@H](CN12)C3)OCC3=C(C#N)C=CC=C3